NC=1C=C(OC=2C=CC=CC2OC2=CC(=CC=C2)N)C=CC1 3,4-bis(3-aminophenoxy)benzene